O-benzyl-D-serine benzyl ester hydrochloride Cl.C(C1=CC=CC=C1)OC([C@H](N)COCC1=CC=CC=C1)=O